ClC=1C=CC(=C(C(=O)NC2CCC(CC2)CN2C(N(C3=C2C=CC=C3)C=3C=NC(=CC3)C)=O)C1)C1CC1 5-chloro-2-cyclopropyl-N-((1r,4r)-4-((3-(6-methylpyridin-3-yl)-2-oxo-2,3-dihydro-1H-benzo[d]imidazol-1-yl)methyl)cyclohexyl)benzamide